ONC(CCCC/C=C(/C(=O)NC1CCN(CC1)C(C)C)\COC1=CC=CC2=CC=CC=C12)=O (E)-N8-hydroxy-N1-(1-isopropylpiperidin-4-yl)-2-((naphthalen-1-yloxy)methyl)-2-octenediamide